CS(=O)(=O)C1=CC=C(O1)C(=O)O 5-methylsulfonylfuran-2-formic acid